C(C(=O)O)(=O)O.ClC=1N=C(C2=C(N1)N(C=C2)C2=CC=CC=C2)C2=CC=C(C=C2)CNCCCN2CCN(CC2)C 2-chloro-4-{4-[(3-(4-methylpiperazin-1-yl)propyl)aminomethyl]phenyl}-7-phenyl-7H-pyrrolo[2,3-d]pyrimidine oxalate